Tert-butyl (3R,4S)-3-((2-(5-((1-(tert-butyl)-1H-pyrazole-4-carboxamido)methyl)-1,2,4-oxadiazol-3-yl)-3-(2,2,2-trifluoroethyl)benzofuran-7-yl)amino)-4-fluoropyrrolidine-1-carboxylate C(C)(C)(C)N1N=CC(=C1)C(=O)NCC1=NC(=NO1)C=1OC2=C(C1CC(F)(F)F)C=CC=C2N[C@@H]2CN(C[C@@H]2F)C(=O)OC(C)(C)C